3-pentenyl carbonate C(OCCC=CC)([O-])=O